5-[4-amino-5-(trifluoromethyl)pyrrolo-[2,1-f][1,2,4]triazin-7-yl]-3-fluoro-N-[(3R,4S)-4-fluoro-1-(pyridine-3-carbonyl)pyrrolidin-3-yl]-2-methyl-benzamide NC1=NC=NN2C1=C(C=C2C=2C=C(C(=C(C(=O)N[C@@H]1CN(C[C@@H]1F)C(=O)C=1C=NC=CC1)C2)C)F)C(F)(F)F